O1C=COC2=C1C=CO2 FURODIOXIN